O[C@@H]1C(C[C@@H](CC1)C1(C=C(NN1[C@@H](C)C1=CC=CC=C1)C(=O)NC)C(=O)N)(C)C 5-((1R,4S)-4-hydroxy-3,3-dimethylcyclohexyl)-N3-methyl-1-((S)-1-phenylethyl)-1H-pyrazole-3,5-dicarboxamide